C1(C=CC(N1C=1C=C(C(=O)OC2C(=O)N(C(C2)=O)O)C=CC1)=O)=O m-maleimidobenzoyloxy-N-hydroxysuccinimide